BrC1=C(C(=O)O)C(=CC(=C1)C=1C=NN(C1)C)Br 2,6-Dibromo-4-(1-methylpyrazol-4-yl)benzoic acid